tert-Butyl 4-(2-(4-(3-(4-cyano-3-(trifluoromethyl)phenyl)-5,5-dimethyl-4-oxo-2-thioxoimidazolidin-1-yl)-2-ethylphenoxy)ethyl)piperazine-1-carboxylate C(#N)C1=C(C=C(C=C1)N1C(N(C(C1=O)(C)C)C1=CC(=C(OCCN2CCN(CC2)C(=O)OC(C)(C)C)C=C1)CC)=S)C(F)(F)F